C(C)C1=C(S(=O)(=O)O)C=CC(=C1)N ethylsulfanilic acid